CN1C=NC2=C1C=C(C=C2)NC2=NC1=CC=CC=C1C(N2C2=CC=CC=C2)=O 2-((1-methyl-1H-benzo[d]imidazol-6-yl)amino)-3-phenylquinazolin-4(3H)-one